(S)-1-(3-cyanophenyl)-N-(pyrrolidin-3-ylmethyl)amine C(#N)C=1C=C(C=CC1)N1C[C@@H](CC1)CN